ClC=1C=CC(=NC1)C1=CC(=C2C=NC(=NN21)N[C@H]2[C@@H](CN(CC2)S(=O)(=O)C)O)F (3R,4R)-4-((7-(5-chloropyridin-2-yl)-5-fluoropyrrolo[2,1-f][1,2,4]triazin-2-yl)amino)-1-(methylsulfonyl)piperidin-3-ol